2-chlorobuta-1,3-diene ClC(=C)C=C